(Z)-3-(5-(3-(3-(3-(4-(1-(4-hydroxyphenyl)-2-phenylbut-1-en-1-yl)phenoxy)propoxy)propoxy)propoxy)-1-oxoisoindolin-2-yl)piperidine-2,6-dione OC1=CC=C(C=C1)/C(=C(\CC)/C1=CC=CC=C1)/C1=CC=C(OCCCOCCCOCCCOC=2C=C3CN(C(C3=CC2)=O)C2C(NC(CC2)=O)=O)C=C1